CC(C(=O)O)(COC(CCCCCCCCCCCCC)=O)C 2,2-dimethyl-3-myristoyloxypropionic acid